tert-butyl (6-(((8-hydroxy-5-methylquinolin-7-yl)(pyridin-3-yl)methyl)carbamoyl)spiro[3.3]heptan-2-yl)carbamate OC=1C(=CC(=C2C=CC=NC12)C)C(C=1C=NC=CC1)NC(=O)C1CC2(CC(C2)NC(OC(C)(C)C)=O)C1